C1(CCCCC1)C(=O)CC(C)S(=O)(=O)C1=CC=C(C)C=C1 cyclohexylcarbonyl-2-(p-toluenesulfonyl)propane